sulphate aluminum magnesium salt [Mg+2].[Al+3].S(=O)(=O)([O-])[O-]